1-oleoyl-2-stearoyl-3-stearoyl-glycerol C(CCCCCCC\C=C/CCCCCCCC)(=O)OCC(OC(CCCCCCCCCCCCCCCCC)=O)COC(CCCCCCCCCCCCCCCCC)=O